C1(CC1)C=1C=C(C(=C(C1)N1CCN(CC1)CC=1SC2=C(N1)C=CC=C2)C=2N=NNN2)C 2-[[4-[5-cyclopropyl-3-methyl-2-(2H-tetrazol-5-yl)phenyl]piperazin-1-yl]methyl]-1,3-benzothiazole